trifluoro-butenoic acid FC(C=CC(=O)O)(F)F